ClC1=C(C(=CC=C1)Cl)N1N=C(C(=C1)NC1=CC=C(C=C1)N1N=CC=C1C(C)C)C(=O)N 1-(2,6-dichlorophenyl)-4-((4-(5-isopropyl-1H-pyrazol-1-yl)phenyl)amino)-1H-pyrazole-3-carboxamide